FC=1C=CC=C2C=C(NC(C12)=O)CCC(=O)N1CCN(CC1)C(C(C)C)=O 8-fluoro-3-(3-(4-isobutyrylpiperazin-1-yl)-3-oxopropyl)isoquinolin-1(2H)-one